4'-bromospiro[cyclopenta[2,1-b:3,4-b']dipyridine-5,9'-fluorene] BrC1=CC=CC=2C3(C4=CC=CC=C4C12)C=1C(=NC=CC1)C1=NC=CC=C13